O=C1N(C(CC1)=O)OC([C@H](CC(C)C)NC(=O)OC(C)(C)C)=O (2S)-2-{[(tert-butoxy)carbonyl]amino}-4-methylpentanoic acid 2,5-dioxopyrrolidin-1-yl ester